benzyl-ammonium trimethylacetate CC(C(=O)[O-])(C)C.C(C1=CC=CC=C1)[NH3+]